CC1=C(C(=O)NC=2C=CC=C3C=CC=NC23)C(=CC=C1)CC=C(CCCCC)C1=CC=CC2=CC=CC=C12 2-methyl-6-(3-(naphthalen-1-yl)oct-2-en-1-yl)-N-(quinolin-8-yl)benzamide